(S)-1-(4-(6-(5-(6-methylpyridin-2-yl)-1H-imidazol-4-yl)quinolin-3-yl)benzyl)piperidine-3-carboxylic acid CC1=CC=CC(=N1)C1=C(N=CN1)C=1C=C2C=C(C=NC2=CC1)C1=CC=C(CN2C[C@H](CCC2)C(=O)O)C=C1